[Cl-].C[NH+](C1=CC=[N+](C=C1)S(=O)(=O)C1=CC=C(C)C=C1)C.[Cl-] N,N-Dimethyl-1-(p-toluenesulfonyl)pyridin-1-ium-4-aminium chloride